N=NCCN imino(1,2-ethylenediamine)